(S)-tert-butyl 6-(3-methoxyphenyl)-3-methyl-3,4-dihydropyridine-1(2H)-carboxylate tert-butyl-(3S)-3-methyl-6-(trifluoromethylsulfonyloxy)-3,4-dihydro-2H-pyridine-1-carboxylate C(C)(C)(C)OC(=O)N1C[C@H](CC=C1OS(=O)(=O)C(F)(F)F)C.COC=1C=C(C=CC1)C1=CC[C@@H](CN1C(=O)OC(C)(C)C)C